3,3-dimethylcyclobutan-1-ol CC1(CC(C1)O)C